O[C@H]1C[C@@H]2CC[C@H]3[C@@H]4CC[C@H](C(CO)=O)[C@]4(CC[C@@H]3[C@]2(CC1)C)C 3α,21-dihydroxy-5α-pregnan-20-one